ClC1=C(C=C(C=C1)F)NC1=NC=C(C(=O)OC)C=C1NC1=NC=CC2=C(C=CC=C12)Cl methyl 6-((2-chloro-5-fluorophenyl)amino)-5-((5-chloroisoquinolin-1-yl)amino)nicotinate